C12(CC3CC(CC(C1)C3)C2)NCCCCCNC(OC(C)(C)C)=O tert-butyl (5-(((1s,3s)-adamantan-1-yl)amino) pentyl)carbamate